CN1C(=NC(=C1)S(=O)(=O)Cl)C 1,2-dimethyl-1H-imidazole-4-sulfonyl chloride